COC(=O)C=1C(C(=C(OC1C)N)C#N)C=1OC(=CC1)C 2-amino-3-cyano-4-(5-methyl-2-furyl)-6-methyl-4H-pyran-5-carboxylic acid methyl ester